2,2-dimethyl-6-(5-(3-methyl-1,2,4-oxadiazol-5-yl)-4-(methylsulfinyl)pyrimidin-2-ylamino)benzofuran-3(2H)-one CC1(OC2=C(C1=O)C=CC(=C2)NC2=NC=C(C(=N2)S(=O)C)C2=NC(=NO2)C)C